N-[3-(fluoromethyl)-1-methyl-4-piperidyl]-6-[3-(4-mesyl-2-anisidino)-1-propynyl]-1-(2,2,2-trifluoroethyl)-1H-1,3-benzimidazole-4-carboxamide FCC1CN(CCC1NC(=O)C1=CC(=CC=2N(C=NC21)CC(F)(F)F)C#CCNC=2C(OC)=CC=C(C2)S(=O)(=O)C)C